S1C(=CC=C1)S(=O)(=O)F 2-thiophenesulfonyl fluoride